COC 6-E-methyl ether